((3S)-4-amino-3-methyl-1,3-dihydrofuro[3,4-c][1,7]naphthyridin-8-yl)((3S,5R)-3-(2-fluoro-4-(trifluoromethoxy)phenyl)-5-methyl-4-morpholinyl)methanone NC1=NC=2C=NC(=CC2C2=C1[C@@H](OC2)C)C(=O)N2[C@H](COC[C@H]2C)C2=C(C=C(C=C2)OC(F)(F)F)F